7-(((2-((2-(Diethylamino)ethyl)(ethyl)amino)ethoxy)carbonyl)oxy)tridecane-1,13-diylbis(3-octylundecanoate) C(C)N(CCN(CCOC(=O)OC(CCCCCCC(C(=O)[O-])C(CCCCCCCC)CCCCCCCC)CCCCCCC(C(=O)[O-])C(CCCCCCCC)CCCCCCCC)CC)CC